FC(C1=CC=CC2=C1S(CCO2)(=O)=O)(F)F 5-(Trifluoromethyl)-2,3-dihydro-1,4-benzoxathiine-4,4-dioxide